N-{[4-({[6-(1,3-dihydro-2H-isoindol-2-ylmethyl)-4-oxo-4H-pyran-3-yl]oxy}-methyl)phenyl](methyl)-λ4-sulfanylidene}-4-methylbenzenesulfonamide C1N(CC2=CC=CC=C12)CC1=CC(C(=CO1)OCC1=CC=C(C=C1)S(=NS(=O)(=O)C1=CC=C(C=C1)C)C)=O